CN1C(=NC(=C1)C(F)(F)F)C1=CC=C(CC2=CNC3=C2N=C(N=C3)C3=C(C(=O)OC)C=CC=C3)C=C1 methyl 2-(7-(4-(1-methyl-4-(trifluoromethyl)-1H-imidazol-2-yl)benzyl)-5H-pyrrolo[3,2-d]pyrimidin-2-yl)benzoate